FC=1C=C(C=C(C1)N1CCCC1)N1C(C2=CC(=C(C=C2C(=C1)C(=O)N1CCCCC1)OC)OCF)=O 2-(3-fluoro-5-(pyrrolidin-1-yl)phenyl)-7-(fluoromethoxy)-6-methoxy-4-(piperidine-1-carbonyl)isoquinolin-1(2H)-one